5-Chloro-N4-(3-methoxyphenyl)-N2-[4-(4-methylpiperazin-1-yl)phenyl]pyrimidine-2,4-diamine ClC=1C(=NC(=NC1)NC1=CC=C(C=C1)N1CCN(CC1)C)NC1=CC(=CC=C1)OC